C(C)(=O)OC[C@@H](N)C(=O)O O-acetyl-D-serine